ClC1=C(C=C(OCC(=O)NC23CC(C2)(C3)NC(COC=3C=NC(=CC3)S(F)(F)(F)(F)F)=O)C=C1)F 2-(4-chloro-3-fluorophenoxy)-N-[3-(2-{[6-(pentafluoro-λ6-sulfanyl)pyridin-3-yl]oxy}acetamido)bicyclo[1.1.1]pentan-1-yl]acetamide